(S)-2-(((5-nitroindol-2-yl)methyl)amino)ethane-1-ol tert-butyl-4-[(R)-[4,5-dichloro-2-(prop-2-en-1-yloxy)phenyl]([[(S)-2-methylpropane-2-sulfinyl]amino])methyl]azepane-1-carboxylate C(C)(C)(C)[C@H]1N(CCCC(C1)[C@@H](N[S@@](=O)C(C)(C)C)C1=C(C=C(C(=C1)Cl)Cl)OCC=C)C(=O)OCCNCC=1NC2=CC=C(C=C2C1)[N+](=O)[O-]